OC1=C(CC(N(C1)C)=O)C(C(C)C)=O 5-Hydroxy-4-isobutyryl-1-methyl-3,6-dihydropyridin-2(1H)-one